1-(benzyloxy)-3-bromo-2,4-dimethylbenzene C(C1=CC=CC=C1)OC1=C(C(=C(C=C1)C)Br)C